2,4-DIOXOHEXAHYDROPYRIMIDIN-5-YLBORONIC ACID O=C1NCC(C(N1)=O)B(O)O